(S)-6'-bromo-7'-methyl-3',4'-dihydro-1'H-spiro[pyrrolidine-3,2'-[1,8]naphthyridine]-1-carboxylic acid tert-butyl ester C(C)(C)(C)OC(=O)N1C[C@@]2(NC3=NC(=C(C=C3CC2)Br)C)CC1